N-(4-(5-(4-(5-azaspiro[2.4]heptane-5-carbonyl)phenyl)-4-amino-7-methyl-7H-pyrrolo[2,3-d]pyrimidin-6-yl)phenyl)methacrylamide C1CC12CN(CC2)C(=O)C2=CC=C(C=C2)C2=C(N(C=1N=CN=C(C12)N)C)C1=CC=C(C=C1)NC(C(=C)C)=O